1-(4-acetamido-3-hydroxyphenyl)-3-isopropyl-N-(3-methyl-1,1-dioxidothietan-3-yl)-2-oxo-2,3-dihydro-1H-benzo[d]imidazole-5-carboxamide C(C)(=O)NC1=C(C=C(C=C1)N1C(N(C2=C1C=CC(=C2)C(=O)NC2(CS(C2)(=O)=O)C)C(C)C)=O)O